(R)-4-(3-bromo-2-(2-(4-chlorophenyl)-2-hydroxyethoxy)phenyl)-5,6-dihydropyridine BrC=1C(=C(C=CC1)C1=CC=NCC1)OC[C@H](O)C1=CC=C(C=C1)Cl